COC=1C=C2[C@]3(C(NC2=CC1)=O)[C@@H](C3)C3=CC=C1C(=NNC1=C3)NC3=C(C=NC=C3)OC (1R,2S)-5'-methoxy-2-{3-[(3-methoxypyridin-4-yl)amino]-1H-indazol-6-yl}spiro[cyclopropane-1,3'-indol]-2'(1'H)-one